L-N(Omega)-Nitroarginine [N+](=O)([O-])NC(NCCC[C@H](N)C(=O)O)=N